(R)-methyl 2-(3-fluoro-phenyl)-2-hydroxy-propionate FC=1C=C(C=CC1)[C@@](C(=O)OC)(C)O